BrCCCCCO[Si](OC(OCCCCCCCC)CCCCCCC)(C)C 1-bromo-9-heptyl-7,7-dimethyl-6,8,10-trioxa-7-silaoctadecane